2-(6-(1'-isobutyl-[1,4'-bipiperidin]-4-yl)-4-methyl-1H-benzo[d]imidazol-2-yl)thiazole C(C(C)C)N1CCC(CC1)N1CCC(CC1)C=1C=C(C2=C(NC(=N2)C=2SC=CN2)C1)C